NC(CC1=CC=C(C=C1)OCC1=CC=CC=C1)C1OC1 (1'-amino-2-[4-(benzyloxy)phenyl]ethyl)oxirane